NC=1C=CC(=C(C1)[C@@H]1COCCCN1C1=NC(=NC(=C1)C)N)Cl |r| (+-)-4-(3-(5-amino-2-chlorophenyl)-1,4-oxazepan-4-yl)-6-methylpyrimidin-2-amine